(S)-1'-(6-bromo-1,2,4-triazin-3-yl)-1,3-dihydrospiro[inden-2,4'-piperidin]-1-amine dihydrochloride Cl.Cl.BrC1=CN=C(N=N1)N1CCC2(CC1)[C@@H](C1=CC=CC=C1C2)N